C[C@H]1CN(CC[C@@H]1NC(=O)C1=CC(=CC=2N(C=NC21)CC(F)(F)F)C#CCNC=2C(OC)=CC=C(C2)C(NC)=O)CC(F)(F)F N-[(3S,4S)-3-methyl-1-(2,2,2-trifluoroethyl)-4-piperidyl]-6-{3-[4-(N-methylcarbamoyl)-2-anisidino]-1-propynyl}-1-(2,2,2-trifluoroethyl)-1H-1,3-benzimidazole-4-carboxamide